(S)-Methyl 2-(3-((5-(((S)-1-(4-(tert-butyl)phenyl)ethyl)carbamoyl)-2,3-dimethyl-1H-indol-1-yl)methyl)phenoxy)propanoate C(C)(C)(C)C1=CC=C(C=C1)[C@H](C)NC(=O)C=1C=C2C(=C(N(C2=CC1)CC=1C=C(O[C@H](C(=O)OC)C)C=CC1)C)C